2-(1-cyanocyclopropyl)-N-[1-[3-(5-cyclopropylpyrimidin-2-yl)pyrazin-2-yl]ethyl]-6-(trifluoromethyl)pyridine-4-carboxamide Dodecandioat C(CCCCCCCCCCC(=O)O)(=O)O.C(#N)C1(CC1)C1=NC(=CC(=C1)C(=O)NC(C)C1=NC=CN=C1C1=NC=C(C=N1)C1CC1)C(F)(F)F